6-(4'-Chloro-[1,1'-biphenyl]-4-yl)-3-(1-hydroxy-propan-2-yl)-8-(pyridin-3-yl)pyrido[3,4-d]pyrimidin-4(3H)-one ClC1=CC=C(C=C1)C1=CC=C(C=C1)C1=CC2=C(N=CN(C2=O)C(CO)C)C(=N1)C=1C=NC=CC1